N-(2-(2-((2-methoxy-6-(4-methylpiperazin-1-yl)pyridin-3-yl)amino)-7-methylquinazolin-8-yl)pyridin-4-yl)acrylamide COC1=NC(=CC=C1NC1=NC2=C(C(=CC=C2C=N1)C)C1=NC=CC(=C1)NC(C=C)=O)N1CCN(CC1)C